2-{4-(naphthalen-1-yl)phenyl}-4-{3-(phenanthren-9-yl)phenyl}-6-{4-(pyridin-3-yl)phenyl}pyrimidine disulfosuccinate S(=O)(=O)(O)C(C(C(=O)O)S(=O)(=O)O)C(=O)O.C1(=CC=CC2=CC=CC=C12)C1=CC=C(C=C1)C1=NC(=CC(=N1)C1=CC(=CC=C1)C=1C2=CC=CC=C2C=2C=CC=CC2C1)C1=CC=C(C=C1)C=1C=NC=CC1